ClC=1C(=NC(=NC1)N1CCC(CC1)C(=O)NCCOCCOCCC(=O)O)NC=1C=C2C=C(C(N(C2=C(C1)OC)C)=O)OCC(=O)NC 3-(2-(2-(1-(5-chloro-4-((8-methoxy-1-methyl-3-(2-(methylamino)-2-oxoethoxy)-2-oxo-1,2-dihydroquinolin-6-yl)amino)pyrimidin-2-yl)piperidine-4-carboxamido)ethoxy)ethoxy)propanoic acid